FC=1C(=NC=CC1)C1=NN=C(O1)C(=O)N1[C@H](C2=C(CC1)NC=N2)C2=NN1C(C(=CC=C1)C(F)(F)F)=C2 (R)-(5-(3-fluoropyridin-2-yl)-1,3,4-oxadiazol-2-yl)(4-(4-(trifluoromethyl)pyrazolo[1,5-a]pyridin-2-yl)-6,7-dihydro-1H-imidazo[4,5-c]pyridin-5(4H)-yl)methanone